COC(=O)[C@H]1CCCC=2N1C(N(N2)CC2=NC=CC(=C2)C(F)(F)F)=O |r| Methyl-(5RS)-3-oxo-2-{[4-(trifluoromethyl)pyridin-2-yl]methyl}-2,3,5,6,7,8-hexahydro[1,2,4]triazolo[4,3-a]pyridine-5-carboxylate